[O].O.[Ar] argon water oxygen